(2-(methyl)benzyl)phosphonium bromide [Br-].CC1=C(C[PH3+])C=CC=C1